1-ethyl-5-methyl-4-(4,4,5,5-tetramethyl-1,3,2-dioxaborolan-2-yl)pyrazole C(C)N1N=CC(=C1C)B1OC(C(O1)(C)C)(C)C